P(=O)(O)(O)OC1=C(C(=C(C(=C1)C1=CC=CC=C1)C1=CC=CC=C1)C1=CC=CC=C1)CC triphenyl-ethylphenol phosphate